Cl.N[C@@H]1CN(CC1)C1=C2C(=NC3=CC=C(C=C13)C1=NC=CC(=N1)NC(=O)C1CC1)CCCCC2 (S)-N-(2-(11-(3-aminopyrrolidin-1-yl)-7,8,9,10-tetrahydro-6H-cyclohepta[b]quinolin-2-yl)pyrimidin-4-yl)cyclopropanecarboxamide hydrochloride